NC1=C2C(=NC=N1)N(N=C2C2=CC=C(C=C2)OC2=CC=CC=C2)[C@H]2CN(CCC2)C(CCCCSC=2C=C1C(N(C(C1=CC2F)=O)C2C(NC(CC2)=O)=O)=O)=O 5-((5-((R)-3-(4-amino-3-(4-phenoxyphenyl)-1H-pyrazolo[3,4-d]pyrimidin-1-yl)piperidin-1-yl)-5-oxopentyl)thio)-2-(2,6-dioxopiperidin-3-yl)-6-fluoroisoindoline-1,3-dione